C1(CC1)COC=1C(=CC2=CN(N=C2C1)C1CCC(CC1)N(C1CCN(CC1)C(=O)OC(C)(C)C)C)NC(=O)C=1C=NN2C1N=CC=C2 tert-butyl 4-(((1r,4r)-4-(6-(cyclopropylmethoxy)-5-(pyrazolo[1,5-a]pyrimidine-3-carboxamido)-2H-indazol-2-yl)cyclohexyl)(methyl)amino)piperidine-1-carboxylate